{4-[(3R,5S)-3-amino-4-hydroxy-4,5-dimethylpiperidin-1-yl]-7-hydroxy-6,7-dihydro-5H-cyclopenta[b]pyridin-3-yl}-6-(2,6-difluorophenyl)-5-fluoropyridine-2-carboxamide N[C@@H]1CN(C[C@@H](C1(C)O)C)C1=C2C(=NC=C1C=1C(=NC(=C(C1)F)C1=C(C=CC=C1F)F)C(=O)N)C(CC2)O